FC(C=1C=CC(=NC1)N[C@H]1C[C@H](CCC1)C1=NN=C2N1C=CC(=C2)C#C[Si](C)(C)C)(F)F 5-(trifluoromethyl)-N-[(1R,3S)-3-[7-(2-trimethylsilylethynyl)-[1,2,4]triazolo[4,3-a]pyridine-3-yl]cyclohexyl]pyridin-2-amine